NC1=NC=CC2=C(C=CC=C12)C1=CC=2C(C3=CC=CC=C3C2C=C1)OC1=C(C=CC=C1)CC(=O)O 2-(2-((2-(1-aminoisoquinolin-5-yl)-9H-fluoren-9-yl)oxy)phenyl)acetic acid